CC1OB(OC1C)C=1C=C(C(N(C1)C)=O)C 5-(4,5-dimethyl-1,3,2-dioxaborolan-2-yl)-1,3-dimethylpyridin-2(1H)-one